8-((1-(cyclopropylsulfonyl)cyclopropyl)methoxy)-2H-benzo[d][1,3]oxazine-2,4(1H)-dione C1(CC1)S(=O)(=O)C1(CC1)COC1=CC=CC2=C1NC(OC2=O)=O